(7-((5-chloro-3-methylpyridin-2-yl)oxy)-2-azaspiro[3.5]non-2-yl)((1s,3s)-3-hydroxy-3-methylcyclobutyl)methanone ClC=1C=C(C(=NC1)OC1CCC2(CN(C2)C(=O)C2CC(C2)(C)O)CC1)C